4-amino-4-indolyl-isoquinoline-1,3-dione NC1(C(NC(C2=CC=CC=C12)=O)=O)C=1NC2=CC=CC=C2C1